tert-Butyl N-[1-[3-[[4-[1-methyl-4-(4-pyridyl)pyrazol-3-yl]phenoxy]methyl]quinoxalin-2-yl]azetidin-3-yl]carbamate CN1N=C(C(=C1)C1=CC=NC=C1)C1=CC=C(OCC=2C(=NC3=CC=CC=C3N2)N2CC(C2)NC(OC(C)(C)C)=O)C=C1